(R)-1-(3-(1-(4-phenoxyphenyl)imidazo[1,5-a]pyrazin-3-yl)pyrrolidin-1-yl)prop-2-en-1-one sodium [Na].O(C1=CC=CC=C1)C1=CC=C(C=C1)C=1N=C(N2C1C=NC=C2)[C@H]2CN(CC2)C(C=C)=O